2-(((3-bromopyridin-2-yl)oxy)methyl)pyridine BrC=1C(=NC=CC1)OCC1=NC=CC=C1